6-Chloro-1-(ethyl-d5)-7-(methoxy-d3)-1H-pyrrolo[3,2-c]pyridine ClC1=C(C2=C(C=N1)C=CN2C(C([2H])([2H])[2H])([2H])[2H])OC([2H])([2H])[2H]